3-ethyl-9,10-difluoro-6-((((S)-1-(6-nitropyridin-3-yl)piperidin-3-yl)amino)methyl)-2,3-dihydro-7H-[1,4]oxazino[2,3,4-ij]quinolin-7-one C(C)C1COC=2C(=C(C=C3C(C(=CN1C23)CN[C@@H]2CN(CCC2)C=2C=NC(=CC2)[N+](=O)[O-])=O)F)F